α-methyl-α-phenyl-γ-caprolactone CC1(C(=O)OC(C1)CC)C1=CC=CC=C1